C1[C@@H]2[C@H]([C@H]([C@@H](O2)N3C=NC4=C(N=CN=C43)N)O)OP(=O)(O1)O The molecule is a 3',5'-cyclic purine nucleotide having having adenine as the nucleobase. It has a role as a human metabolite, an Escherichia coli metabolite and a mouse metabolite. It is an adenyl ribonucleotide and a 3',5'-cyclic purine nucleotide. It is a conjugate acid of a 3',5'-cyclic AMP(1-).